[(2S,6R)-6-(2,4-dioxopyrimidin-1-yl)-2-(triisopropylsilyloxymethyl)-1,4-dioxan-2-yl]methyl benzoate C(C1=CC=CC=C1)(=O)OC[C@]1(O[C@H](COC1)N1C(NC(C=C1)=O)=O)CO[Si](C(C)C)(C(C)C)C(C)C